(4-cyclohexyl-7-methoxy-1H-benzoimidazol-2-yl)-amid C1(CCCCC1)C1=CC=C(C=2NC(=NC21)[NH-])OC